BrC1=CC(=CC(=C1)C(F)(F)F)F 1-bromo-3-fluoro-5-(trifluoromethyl)benzene